6-((6-((5-cyclopropyl-3-(2,6-dichlorophenyl)isoxazol-4-yl)methoxy)naphthalen-2-yl)oxy)picolinic acid C1(CC1)C1=C(C(=NO1)C1=C(C=CC=C1Cl)Cl)COC=1C=C2C=CC(=CC2=CC1)OC1=CC=CC(=N1)C(=O)O